4-cyclopentyl-6-ethyl-m-phenylenediamine C1(CCCC1)C1=C(C=C(C(=C1)CC)N)N